FC1=C2NC(C=3N(C2=CC=C1)N=CC3Cl)=O 6-fluoro-3-chloro-pyrazolo[1,5-a]quinoxalin-4(5H)-one